1,2-diacetylamino-3-sulfopropyl-imidazole trifluoromethanesulfonate FC(S(=O)(=O)O)(F)F.C(C)(=O)NC(C(CS(=O)(=O)O)NC(C)=O)C=1NC=CN1